O[C@H]1C[C@@H](N(C1)C([C@H](C(C)(C)C)NC(OC(C)(C)C)=O)=O)C(N[C@@H](C)C1=CC=C(C=C1)C1=C(N=CS1)C)=O tert-butyl ((S)-1-((2R,4S)-4-hydroxy-2-(((S)-1-(4-(4-methylthiazol-5-yl) phenyl)ethyl)carbamoyl)pyrrolidin-1-yl)-3,3-dimethyl-1-oxobutan-2-yl)carbamate